3-hydroxy-4,4'-dimethyl-2,2'-bipyridine OC=1C(=NC=CC1C)C1=NC=CC(=C1)C